n-triacontyl iodide C(CCCCCCCCCCCCCCCCCCCCCCCCCCCCC)I